1H-pyrrolizine-7-carboxamide C1C=CN2C=CC(=C12)C(=O)N